1-(4-(5-(difluoromethyl)-1,3,4-oxadiazole-2-yl)-2-fluorobenzyl)-6-fluoro-3-methyl-5-(6-(morpholinomethyl)pyridine-3-yl)-1,3-dihydro-2H-benzo[d]imidazole-2-one FC(C1=NN=C(O1)C1=CC(=C(CN2C(N(C3=C2C=C(C(=C3)C=3C=NC(=CC3)CN3CCOCC3)F)C)=O)C=C1)F)F